BrC1=NN(C(=C1)CC(C)C)C1=CC=C(C=C1)OC(F)(F)F 3-Bromo-5-isobutyl-1-(4-(trifluoromethoxy)phenyl)-1H-pyrazole